2-[(2S)-1-(2-methoxyprop-2-enoyl)-4-[7-(8-methyl-1-naphthyl)-2-[[(2S)-1-methylpyrrolidin-2-yl]methoxy]-6,8-dihydro-5H-pyrido[3,4-d]pyrimidin-4-yl]piperazin-2-yl]acetonitrile COC(C(=O)N1[C@H](CN(CC1)C=1C2=C(N=C(N1)OC[C@H]1N(CCC1)C)CN(CC2)C2=CC=CC1=CC=CC(=C21)C)CC#N)=C